ClC=1C=C(C=C(C1OC1=NNC(C(=C1)C1CCC1)=O)Cl)N1N=C(C(NC1=O)=O)C(=O)OC Methyl 2-(3,5-dichloro-4-((5-cyclobutyl-6-oxo-1,6-dihydropyridazin-3-yl) oxy) phenyl)-3,5-dioxo-2,3,4,5-tetrahydro-1,2,4-triazine-6-carboxylate